4-{[(2s,4r)-2-methyl-1-propionyl-1,2,3,4-tetrahydroquinolin-4-yl]amino}benzoic acid C[C@@H]1N(C2=CC=CC=C2[C@@H](C1)NC1=CC=C(C(=O)O)C=C1)C(CC)=O